C(C1=CC=CC=C1)OC1=CC(=C(C=C1)CNC1=NN2C(NC(=CC2=O)CCC)=N1)Cl 2-[(4-benzyloxy-2-chloro-phenyl)methylamino]-5-propyl-4H-[1,2,4]triazolo[1,5-a]pyrimidin-7-one